4,4',4''-(2-(2-ethylhexyl)-1,3-dioxo-2,3-dihydro-1H-peryleno[1,12-efg]isoindole-6,8,11-triyl)tribenzonitrile C(C)C(CN1C(C2=C3C4=C5C(=C2C1=O)C=CC1=C(C=CC(C2=C(C=C(C(C=C3)=C24)C2=CC=C(C#N)C=C2)C2=CC=C(C#N)C=C2)=C15)C1=CC=C(C#N)C=C1)=O)CCCC